C(C=C)(=O)O.N[C@@H](C)C(=O)O alanine acrylate